FC1=CC=C(C=C1)NC(CCC1=C(N(C2=CC=C(C=C12)C)C)C)=O N-(4-fluorophenyl)-3-(1,2,5-trimethyl-1H-indol-3-yl)propanamide